O[C@H](COC=1C=C(C=CC1)S(=O)(=O)NC)CNC1COC2(C1)CCN(CC2)S(=O)(=O)C=2C=C(C=CC2)C2=CC=C(C=C2)NS(=O)(=O)C 3-((2S)-2-hydroxy-3-(8-(4'-(methylsulfonamido)biphenyl-3-ylsulfonyl)-1-oxa-8-azaspiro[4.5]decan-3-ylamino)propoxy)-N-methylbenzenesulfonamide